FC1=C(C(=CC=C1)F)N1C(=NN=C1COC)NS(=O)(=O)[C@H]([C@H](C1=NC=C(C=N1)C)OC(C)C)C (1S,2S)-N-(4-(2,6-difluorophenyl)-5-(methoxymethyl)-4H-1,2,4-triazol-3-yl)-1-(1-methylethoxy)-1-(5-methyl-2-pyrimidinyl)-2-propanesulfonamide